1,2,3,4,5-pentafluoro-6-(1,2,2-trichloroethyl)benzene FC1=C(C(=C(C(=C1C(C(Cl)Cl)Cl)F)F)F)F